2-[(2S)-1,4-Dioxan-2-ylmethyl]-N-[(5-methylpyrazin-2-yl)methyl]-8-(trifluoromethyl)-4,5-dihydro-2H-furo[2,3-g]indazol-7-carboxamide O1[C@H](COCC1)CN1N=C2C3=C(CCC2=C1)OC(=C3C(F)(F)F)C(=O)NCC3=NC=C(N=C3)C